(4-(5-chlorooxazolo[4,5-b]pyridin-2-yl)piperazin-1-yl)(3-fluoro-4-(1-neopentyl-1H-1,2,3-triazol-4-yl)phenyl)methanone ClC1=CC=C2C(=N1)N=C(O2)N2CCN(CC2)C(=O)C2=CC(=C(C=C2)C=2N=NN(C2)CC(C)(C)C)F